(2S)-2-[(2S)-1-benzhydryl-2-methyl-azetidin-3-yl]-2-methylsulfonyl-acetic acid methyl ester COC([C@@H](S(=O)(=O)C)C1[C@@H](N(C1)C(C1=CC=CC=C1)C1=CC=CC=C1)C)=O